N1,N1-didodecylethane-1,2-diamine C(CCCCCCCCCCC)N(CCN)CCCCCCCCCCCC